6-(trifluoromethyl)-1H-pyridin-2-one FC(C1=CC=CC(N1)=O)(F)F